[N+](#[C-])C1=C(CC2=CNC3=CC=CC=C23)C=CC=C1 3-(2-isocyanobenzyl)indole